2-(3,4-dimethoxyphenyl)-3-ethyl-5-(4-(1-methylpiperidin-4-yl)piperazin-1-yl)-1H-indole COC=1C=C(C=CC1OC)C=1NC2=CC=C(C=C2C1CC)N1CCN(CC1)C1CCN(CC1)C